(4Z,7Z,10Z,13Z,16Z,19Z)-Docosa-4,7,10,13,16,19-hexaenoic acid 7-[4-(4-benzo[b]thiophen-4-ylpiperazin-1-yl)butoxy]-2-oxo-2H-quinolin-1-ylmethyl ester S1C2=C(C=C1)C(=CC=C2)N2CCN(CC2)CCCCOC2=CC=C1C=CC(N(C1=C2)COC(CC\C=C/C\C=C/C\C=C/C\C=C/C\C=C/C\C=C/CC)=O)=O